2-chloro-N-(2-(2,6-dioxopiperidin-3-yl)-1,3-dioxoisoindolin-5-yl)acetamide ClCC(=O)NC=1C=C2C(N(C(C2=CC1)=O)C1C(NC(CC1)=O)=O)=O